6-[2,3-difluoro-4-(3-hydroxy-2,2-dimethylpropoxy)phenyl]-5-methyl-4,5-dihydro-2H-pyridazine FC1=C(C=CC(=C1F)OCC(CO)(C)C)C=1C(CCNN1)C